4-(aminomethyl)-6-(5-(6-(tert-butyl)-1-oxoisoindolin-2-yl)-1-(methyl-d3)-1H-pyrazol-4-yl)phthalazin-1(2H)-one NCC1=NNC(C2=CC=C(C=C12)C=1C=NN(C1N1C(C2=CC(=CC=C2C1)C(C)(C)C)=O)C([2H])([2H])[2H])=O